C(C1=CC=CC=C1)N([C@H]1C[C@H](CC1)OC)CC1=CC=CC=C1 (1R,3S)-N,N-dibenzyl-3-methoxycyclopentan-1-amine